(±)-3-(dimethylamino)-1,8-dimethoxy-9-(naphthalen-1-yl)-10-phenylacridine CN(C=1C=C(C=2[C@@H](C3=C(C=CC=C3N(C2C1)C1=CC=CC=C1)OC)C1=CC=CC2=CC=CC=C12)OC)C |r|